6-fluoro-2-methoxy-5-morpholino-N-(2-phenoxyethyl)-1H-benzo[d]Imidazole-1-carboxamide FC=1C(=CC2=C(N(C(=N2)OC)C(=O)NCCOC2=CC=CC=C2)C1)N1CCOCC1